trans-6-tridecene CCCCC\C=C\CCCCCC